(9H-fluoren-9-yl)methyl (14,20-dioxo-17-(3-oxo-7,10,13-trioxa-4-azahexadec-15-yn-1-yl)-4,7,10,24,27,30-hexaoxa-13,21-diazatritriaconta-1,32-diyn-17-yl)carbamate O=C(NCCOCCOCCOCC#C)CCC(CCC(NCCOCCOCCOCC#C)=O)(CCC(NCCOCCOCCOCC#C)=O)NC(OCC1C2=CC=CC=C2C=2C=CC=CC12)=O